OC=1C=2N(C=C(C1)C=1N=NN(C1C)C1CCN(CC1)C(=O)OC(C)(C)C)N=CC2 tert-butyl 4-[4-(4-hydroxypyrazolo[1,5-a]pyridine-6-yl)-5-methyl-triazol-1-yl]piperidine-1-carboxylate